(3S)-3-(2-chloro-4-pyridinyl)-3-methyl-6-(trifluoromethyl)indolin-2-one ClC1=NC=CC(=C1)[C@@]1(C(NC2=CC(=CC=C12)C(F)(F)F)=O)C